(2-cyclopropylquinoline-5-sulfonyl)-2-(2-ethoxy-5-methylphenyl)oxolane-2-carboxamide C1(CC1)C1=NC=2C=CC=C(C2C=C1)S(=O)(=O)C1C(OCC1)(C(=O)N)C1=C(C=CC(=C1)C)OCC